BrC/C=C/C(=O)N1CC(C1)(F)F (E)-4-bromo-1-(3,3-difluoroazetidin-1-yl)but-2-en-1-one